tert-Butyl N-[[4-[[tert-butyl(dimethyl)silyl]oxymethyl]-3-methyl-7-[4-(trifluoromethoxy) phenyl]benzimidazol-5-yl]methyl]-N-methyl-carbamate [Si](C)(C)(C(C)(C)C)OCC1=C(C=C(C=2N=CN(C21)C)C2=CC=C(C=C2)OC(F)(F)F)CN(C(OC(C)(C)C)=O)C